N-((R)-1-(1,1-dioxo-2,3-dihydrobenzo[b]thiophen-4-yl)ethyl)-2-methylpropane-2-sulfinamide O=S1(C2=C(CC1)C(=CC=C2)[C@@H](C)NS(=O)C(C)(C)C)=O